(2S,3S,4S)-N-(5-chloro-2,4-difluorophenyl)-3,4-dihydroxy-N-methyl-5-oxo-1-(4-(trifluoromethyl)-6,7-dihydro-5H-cyclopenta[b]pyridin-2-yl)pyrrolidine-2-carboxamide ClC=1C(=CC(=C(C1)N(C(=O)[C@H]1N(C([C@H]([C@H]1O)O)=O)C1=CC(=C2C(=N1)CCC2)C(F)(F)F)C)F)F